C1(=CC=CC=C1)[C@@H]1[C@H](CN(C1)C(=O)OC(C)(C)C)C(N(C)C1=C2C=CN=CC2=CC=C1)=O tert-Butyl (3R,4S)-4-phenyl-3-[isoquinolin-5-yl(methyl)carbamoyl]pyrrolidine-1-carboxylate